N-[2-({2-[(3S)-2,6-dioxopiperidin-3-yl]-1,3-dioxo-2,3-dihydro-1H-isoindol-5-yl}oxy)ethyl]propionamide O=C1NC(CC[C@@H]1N1C(C2=CC=C(C=C2C1=O)OCCNC(CC)=O)=O)=O